(S)-2-((tert-butoxycarbonyl)amino)propionic acid (R)-3-(3-((S)-2-(4-(2-chlorophenoxy)-2-oxo-2,5-dihydro-1H-pyrrol-1-yl)-4-methylpentanamido)-1H-pyrazol-1-yl)-2-hydroxypropyl ester ClC1=C(OC2=CC(N(C2)[C@H](C(=O)NC2=NN(C=C2)C[C@H](COC([C@H](C)NC(=O)OC(C)(C)C)=O)O)CC(C)C)=O)C=CC=C1